1-(2-acetyl-5-amino-phenyl)-5-methyl-pyrazole-3-carbonitrile C(C)(=O)C1=C(C=C(C=C1)N)N1N=C(C=C1C)C#N